N=1NN=NC1C1=C(C=CC=C1)C1=NC(=CC(=C1)NC(CC1=CC(=CC=C1)Br)=O)N(CCC)CC1=CC=CC=C1 N-(2-(2-(2H-tetrazol-5-yl)phenyl)-6-(benzyl(propyl)amino)pyridin-4-yl)-2-(3-bromophenyl)acetamide